3-[2-hydroxy-4-(trifluoromethoxy)phenyl]-4-methyl-1,2,4-triazin-5-one OC1=C(C=CC(=C1)OC(F)(F)F)C1=NN=CC(N1C)=O